2-Acetamido-N-((6,7-dichloro-3-(1-(tetrahydro-2H-pyran-2-yl)-1H-pyrazol-4-yl)-1H-indol-2-yl)methyl)acetamide C(C)(=O)NCC(=O)NCC=1NC2=C(C(=CC=C2C1C=1C=NN(C1)C1OCCCC1)Cl)Cl